N2-(4,4-difluorocyclohexyl)-6-(6-(trifluoromethyl)pyrazin-2-yl)-N4-(2-(trifluoromethyl)pyridin-4-yl)-1,3,5-triazine-2,4-diamine FC1(CCC(CC1)NC1=NC(=NC(=N1)NC1=CC(=NC=C1)C(F)(F)F)C1=NC(=CN=C1)C(F)(F)F)F